3-METHYL-2-FUROIC ACID CC1=C(OC=C1)C(=O)O